CC1=NC=C(C(=N1)N)CNC=O The molecule is a member of the class of aminopyrimidine with the amino group at position 4 with additional methyl and formamidomethyl substituents at positions 2 and 5 respectively. It has a role as a bacterial xenobiotic metabolite. It is an aminopyrimidine and a member of formamides.